7-(5-benzylaminopentyloxy)-3-acetylcoumarin oxime C(C1=CC=CC=C1)NCCCCCOC1=CC=C2C=C(C(OC2=C1)=NO)C(C)=O